1-Nonyl-4-propylpyridinium triflat [O-]S(=O)(=O)C(F)(F)F.C(CCCCCCCC)[N+]1=CC=C(C=C1)CCC